5-(2-{[1-(3-chloro(2-pyridyl))-isopropyl]amino}pyrimidin-5-yl)pyridine-3-carboxamide ClC=1C(=NC=CC1)C(C)(C)NC1=NC=C(C=N1)C=1C=C(C=NC1)C(=O)N